Cl.FC1=CC=C(C=C1)C1(CNC1)OC([2H])([2H])[2H] 3-(4-fluorophenyl)-3-(methoxy-d3)azetidine hydrochloride